ClC1=CC(=C(C=C1)C=1C=2N(N=C(C1)[C@@H]1C[C@@H](OCC1)C1=CN(C(C=C1)=O)CC(F)F)C(C(=C(N2)C)C)=O)F 9-(4-chloro-2-fluoro-phenyl)-7-[(2R,4S)-2-[1-(2,2-difluoroethyl)-6-keto-3-pyridyl]tetrahydropyran-4-yl]-2,3-dimethyl-pyrimido[1,2-b]pyridazin-4-one